C(#N)C=1C=C(C=CC1F)NC(=O)[C@@H]1CN(CC1)C(=O)C=1NC(=CC1)C=1C=C2C=NNC2=CC1C (S)-N-(3-cyano-4-fluorophenyl)-1-(5-(6-methyl-1H-indazol-5-yl)-1H-pyrrole-2-carbonyl)pyrrolidine-3-carboxamide